C1([C@H](O)[C@@H](O)[C@H](O)[C@H](O1)CO)[C@@]([C@H](CO)N)(O)\C=C\CCCCCCCCCCCCC 3-D-Glucosylsphingosine